C(C)(C)(C)C1=NC=CC(=C1OCC(=O)NC1=CC=C(C=C1)O)F 2-[(2-tert-butyl-4-fluoropyridin-3-yl)oxy]-N-(4-hydroxyphenyl)acetamide